O1C2=C(OCC1)C(=CC=C2)N2N=CC(=C2C(F)(F)F)C(=O)O 1-(2,3-Dihydrobenzo[b][1,4]dioxin-5-yl)-5-(trifluoromethyl)-1H-pyrazole-4-carboxylic acid